C(C1=CC=CC=C1)OC=1C(C(=CN2C1C(N1[C@H](C=C[C@]([C@H]2C1)(C)OC)C)=O)C(=O)NCC1=C(C=C(C=C1F)F)F)=O (3S,6S,7R)-12-(benzyloxy)-6-methoxy-3,6-dimethyl-1,11-dioxo-N-(2,4,6-trifluorobenzyl)-1,6,7,11-tetrahydro-3H-2,7-methanopyrido[1,2-a][1,4]diazonine-10-carboxamide